decyl-3,5-di-tert-butyl-4-hydroxybenzoate C(CCCCCCCCC)OC(C1=CC(=C(C(=C1)C(C)(C)C)O)C(C)(C)C)=O